CC1=C(C=2C(N=C1Cl)=C(N(N2)COCC[Si](C)(C)C)NCC)C(=O)O[C@H]2CN(C[C@@H]2F)C(C)C (3S,4S)-4-fluoro-1-(propan-2-yl)pyrrolidin-3-ol methyl-5-chloro-3-(ethylamino)-2-((2-(trimethylsilyl)ethoxy)methyl)-2H-pyrazolo[4,3-b]pyridine-7-carboxylate